N-(1,1,1-trifluoropropan-2-yl)pyridazine-3-carboxamide FC(C(C)NC(=O)C=1N=NC=CC1)(F)F